[5-[[4-(6-fluoro-2-pyridyl)phenyl]methyl]-3-methoxy-pyrazin-2-yl]methanamine FC1=CC=CC(=N1)C1=CC=C(C=C1)CC=1N=C(C(=NC1)CN)OC